ClC1=CC(=NC=C1)CN 4-chloro-2-pyridinemethanamine